4-(3-chloro-2-(chloromethyl)propyl)-1-methylpiperidine ClCC(CC1CCN(CC1)C)CCl